C1(CCCCC1)C1=C(OC2(CC2)C(=O)NS(=O)(=O)C2=CC=CC(=N2)OC(=O)N2CCC23CNC3)C=C(C=C1)C 6-(N-(1-(2-cyclohexyl-5-methylphenoxy)cyclopropanecarbonyl)sulfamoyl)pyridin-2-yl-1,6-diazaspiro[3.3]heptane-1-carboxylate